2-[2-(6-hydroxybenzo[1,3]-dioxole-5-yl)-2H-benzotriazole-5-yl]propylmethacrylate OC=1C(=CC2=C(OCO2)C1)N1N=C2C(=N1)C=CC(=C2)C(COC(C(=C)C)=O)C